2-(2-ethyl-hexyl)-3a,4,7,7a-tetrahydro-4,7-methano-1H-isoindole-1,3(2H)dione C(C)C(CN1C(C2C3C=CC(C2C1=O)C3)=O)CCCC